methyl {1-[(2,3-dimethoxyphenyl)methyl]piperidin-4-yl}acetate COC1=C(C=CC=C1OC)CN1CCC(CC1)CC(=O)OC